tert-butyl N-methyl-N-[2-(trifluoromethyl)-4,5,6,7-tetrahydrobenzothiophen-6-yl]carbamate CN(C(OC(C)(C)C)=O)C1CC2=C(C=C(S2)C(F)(F)F)CC1